5-(imidazo[1,2-a]pyridin-3-yl)-1H-indol N=1C=C(N2C1C=CC=C2)C=2C=C1C=CNC1=CC2